O=C1NC(CCC1N1C(C2=CC=C(C=C2C1=O)N1CCC(CC1)CN1C[C@@H](CC1)CCN1CCN(CC1)C1=NC=NC(=C1)C1=NNC2=CC=C(C=C12)OC(C)C)=O)=O 2-(2,6-dioxopiperidin-3-yl)-5-(4-(((S)-3-(2-(4-(6-(5-isopropoxy-1H-indazol-3-yl)pyrimidin-4-yl)piperazin-1-yl)ethyl)pyrrolidin-1-yl)methyl)piperidin-1-yl)isoindoline-1,3-dione